1-(pyrimidin-2-yl)-N-((5-((trimethylsilyl)ethynyl)pyridin-2-yl)methyl)ethan-1-amine N1=C(N=CC=C1)C(C)NCC1=NC=C(C=C1)C#C[Si](C)(C)C